5-methyl-2-(tetrahydrofuran-2-yl)-1-(p-tolyl)-9H-pyrrolo[1,2-a]indol-9-one CC1=CC=CC=2C(C=3N(C12)C=C(C3C3=CC=C(C=C3)C)C3OCCC3)=O